3-(1-oxo-5-(((1R,2S)-2-((thiazol-2-ylmethyl)amino)cyclohexyl)methyl)isoindolin-2-yl)piperidine-2,6-dione O=C1N(CC2=CC(=CC=C12)C[C@@H]1[C@H](CCCC1)NCC=1SC=CN1)C1C(NC(CC1)=O)=O